(2S,4R)-1-{(2S)-2-[(tert-Butoxycarbonyl)amino]-3,3-dimethylbutyryl}-4-hydroxypyrrolidine-2-carboxylic acid C(C)(C)(C)OC(=O)N[C@H](C(=O)N1[C@@H](C[C@H](C1)O)C(=O)O)C(C)(C)C